trans-4-decanal CCCC(CCCCCC)=O